FC(COS(=O)(=O)C(F)(F)F)F 2,2-difluoroethyltriflic acid